4-(aminomethyl)-N-{3-[2-(3,4-dichlorophenoxy)acetamido]bicyclo[1.1.1]pent-1-yl}pyridine-2-carboxamide NCC1=CC(=NC=C1)C(=O)NC12CC(C1)(C2)NC(COC2=CC(=C(C=C2)Cl)Cl)=O